C1(CC1)C1=CC=C(C=C1)[C@H]([C@H](C)NC(=O)[C@@H]1OCCC1)OC=1C=CC(=NC1)C(=O)N[C@@H]1CN(CCC1)C(=O)[C@H]1COC(C1)=O 5-[(1R,2S)-1-(4-cyclopropylphenyl)-2-[[(2R)-tetrahydrofuran-2-carbonyl]amino]propoxy]-N-[(3S)-1-[(3R)-5-oxotetrahydrofuran-3-carbonyl]-3-piperidinyl]pyridine-2-carboxamide